ClC=1C=C2C(=CC1)N(C(C21CCN(CC1)CCOC1=CC(=C(C=C1)S(=O)(=O)C)C(F)F)=O)CCO 5-chloro-1'-(2-[3-(difluoromethyl)-4-methanesulfonylphenoxy]ethyl)-1-(2-hydroxyethyl)-1,2-dihydrospiro[indole-3,4'-piperidin]-2-one